C1(=C(C=CC2=CC=CC=C12)C=1CC2=CC=CC=C2CC1)OC(CCCCCCC)=O.C(C)(C)(C)[Si](OC1=CC(=CC=C1)\C=C\B1OC(C(O1)(C)C)(C)C)(C)C tert-butyl(dimethyl){3-[(E)-2-(4,4,5,5-tetramethyl-1,3,2-dioxaborolan-2-yl)ethenyl]phenoxy}silane 1',4'-dihydro-[2,2'-binaphthalen]-1-yl-octanoate